NC1=NC=C2N(C(N(C2=N1)[C@@H]1O[C@@H]([C@@H]([C@H]1O)O)CO)=O)CC1CC1 2-Amino-7-(cyclopropylmethyl)-9-((2R,3R,4R,5R)-3,4-dihydroxy-5-(hydroxymethyl)tetrahydrofuran-2-yl)-7,9-dihydro-8H-purin-8-on